(2S,3R)-tert-butyl 2-(tert-butoxycarbonylamino)-3-((tert-butoxycarbonylamino)methyl)-6-(4,4,5,5-tetramethyl-1,3,2-dioxaborolan-2-yl)hexanoate C(C)(C)(C)OC(=O)N[C@H](C(=O)OC(C)(C)C)[C@H](CCCB1OC(C(O1)(C)C)(C)C)CNC(=O)OC(C)(C)C